(9S)-9-(5-chloropyridin-2-yl)-1-methyl-1,3,4,8,9,10-hexahydro-2H-pyrano[2,3-H]isoquinoline ClC=1C=CC(=NC1)[C@@H]1CC=2C(=CC=C3CCNC(C23)C)OC1